C(C(C=CCCCCCCCCCCCC)S(=O)(=O)[O-])S(=O)(=O)[O-].[Na+].[Na+] disodium hexadec-3-ene-1,2-disulfonate